C(C)(C)NC(=O)N1[C@H]([C@H](CCC1)NS(=O)(=O)C)CO[C@@H]1CC[C@@H](CC1)C(C)C cis-N-isopropyl-2-(((cis-4-isopropylcyclohexyl)oxy)methyl)-3-((methylsulfonyl)amino)piperidine-1-carboxamide